CN1C(=NC(=C1)C(F)(F)F)C1=CC=C(C=C1)CC#N 2-(4-(1-methyl-4-(trifluoromethyl)-1H-imidazol-2-yl)phenyl)acetonitrile